2-isopropylaminoethane-1-sulfonic acid C(C)(C)NCCS(=O)(=O)O